N-((3R,5S)-1-Cyano-5-(methoxymethyl)pyrrolidin-3-yl)-5-(3-Cyanophenyl)-1,3,4-oxadiazol-2-carboxamid C(#N)N1C[C@@H](C[C@H]1COC)NC(=O)C=1OC(=NN1)C1=CC(=CC=C1)C#N